C1(CCCC1)N(C1=CC=C(C=C1)[C@@H]1NCCC[C@@H]1C(=O)NC1=CC(=C(C=C1)C)C(F)(F)F)C=1C2=C(N=CN1)C=NC=C2 (2R,3S)-2-(4-(cyclopentyl-(pyrido[3,4-d]pyrimidin-4-yl)amino)phenyl)-N-(4-methyl-3-(trifluoromethyl)phenyl)piperidine-3-carboxamide